1-[2-(1-aminoethyl)-4-chlorobenzyl]-2-thioxo-1,2,3,5-tetrahydro-4H-pyrrolo[3,2-d]pyrimidin-4-one NC(C)C1=C(CN2C(NC(C3=C2C=CN3)=O)=S)C=CC(=C1)Cl